7-chloro-2-methoxythieno[3,2-b]pyridine ClC1=C2C(=NC=C1)C=C(S2)OC